[N+](=O)([O-])C1=CC=C(C=C1)C=N[Si](C)(C)C 1-(4-nitrophenyl)-N-(trimethylsilyl)methanimine